C(C)OC1=NC=CC=C1C1=NC=2CN(CC3(CCN(CC3)C=3C(=NC(=CC3)OC)C(F)(F)F)C2C=C1)C(=O)C1CCNCC1 [2-(2-ethoxypyridin-3-yl)-1'-[6-methoxy-2-(trifluoromethyl)pyridin-3-yl]spiro[6,8-dihydro-1,7-naphthyridine-5,4'-piperidine]-7-yl]-piperidin-4-ylmethanone